1-(tetrahydro-2H-pyran-4-yl)-N-(6-(thiazol-5-yl)isoquinolin-3-yl)piperidine-4-carboxamide O1CCC(CC1)N1CCC(CC1)C(=O)NC=1N=CC2=CC=C(C=C2C1)C1=CN=CS1